4-{[3-(4-{[(3S,4R)-3-fluoro-1-methylpiperidin-4-yl]amino}-1-(2,2,2-trifluoroethyl)-1H-indol-2-yl)prop-2-yn-1-yl]amino}-3-methoxy-N-(oxan-4-yl)benzamide F[C@H]1CN(CC[C@H]1NC1=C2C=C(N(C2=CC=C1)CC(F)(F)F)C#CCNC1=C(C=C(C(=O)NC2CCOCC2)C=C1)OC)C